(E)-3-pentyltridec-2-enoate C(CCCC)\C(=C/C(=O)[O-])\CCCCCCCCCC